(3S)-3-[9H-fluoren-9-ylmethoxycarbonyl(methyl)amino]-4-[4-(oxetan-3-yl)piperazin-1-yl]-4-oxobutane C1=CC=CC=2C3=CC=CC=C3C(C12)COC(=O)N([C@@H](CC)C(=O)N1CCN(CC1)C1COC1)C